C(C)(C)(C)OC(=O)N1CC(C(CC1)(C1=CC(=CC=C1)OC)OC(C1=CC=CC=C1)=O)CN(C)C 4-(benzoyloxy)-3-((dimethylamino)methyl)-4-(3-methoxyphenyl)piperidine-1-carboxylic acid tert-butyl ester